C1(=CC=CC=C1)C=1C(=CC(=CC1)C1=NC(=NC(=C1)C1=CC(=CC=C1)Cl)C1=CC=CC=C1)C1=CC=CC=C1 4-([1,1':2',1''-terphenyl]-4'-yl)-6-(3-chlorophenyl)-2-phenylpyrimidine